C(C)(C)NC1=NC(=NC(=N1)NC=1C=NC=NC1)C1=CC=CC=C1 N2-isopropyl-6-phenyl-N4-(pyrimidin-5-yl)-1,3,5-triazine-2,4-diamine